6-(3-((2-methoxy-4-(methylsulfonyl)phenyl)amino)prop-1-yn-1-yl)-N-((3S,4R)-3-methylpiperidin-4-yl)-1-(2,2,2-trifluoroethyl)-1H-benzo[d]imidazole-4-carboxamide COC1=C(C=CC(=C1)S(=O)(=O)C)NCC#CC=1C=C(C2=C(N(C=N2)CC(F)(F)F)C1)C(=O)N[C@H]1[C@H](CNCC1)C